4-fluoro-1-[2-(4-methyl-1H-pyrazol-1-yl)propanoyl]-N-{phenyl[4-(propan-2-yl)phenyl]methyl}pyrrolidine-2-carboxamide FC1CC(N(C1)C(C(C)N1N=CC(=C1)C)=O)C(=O)NC(C1=CC=C(C=C1)C(C)C)C1=CC=CC=C1